(2S,6R*)-N-[(1S)-1-cyano-2-[4-(3-methyl-2-oxo-2,3-dihydro-1,3-benzoxazol-5-yl)phenyl]ethyl]-6-methoxy-1,4-oxazepane-2-carboxamide C(#N)[C@H](CC1=CC=C(C=C1)C=1C=CC2=C(N(C(O2)=O)C)C1)NC(=O)[C@H]1OC[C@@H](CNC1)OC |o1:27|